CNCCCCC(=O)OC methyl 5-methylaminovalerate